C1C(O1)CCCCC2CO2 1,2,7,8-Diepoxyoctane